2-((3-((tert-butyldiphenylsilyl)oxy)propyl)amino)ethan-1-ol [Si](C1=CC=CC=C1)(C1=CC=CC=C1)(C(C)(C)C)OCCCNCCO